FC[C@](C(=O)N1C[C@@H](N(C[C@H]1C)C=1C2=C(N=CN1)N(CC21CCC1)C1=NC=CC(=C1)C#N)C)(S(=O)(=O)C)C 2-[4-[(2S,5R)-4-[(2S)-3-fluoro-2-methyl-2-methylsulfonyl-propanoyl]-2,5-dimethyl-piperazin-1-yl]spiro[6H-pyrrolo[2,3-d]pyrimidine-5,1'-cyclobutane]-7-yl]pyridine-4-carbonitrile